ClC=1C=C(C=CC1)C1=NOC(=C1)C(=O)NC[C@@H]1CN(CC1)C(=O)OC(C)(C)C tert-butyl (R)-3-((3-(3-chlorophenyl)isoxazole-5-carboxamido)methyl)pyrrolidine-1-carboxylate